N-[(1s,4s)-4-{[2-(trifluoromethyl)quinolin-4-yl]amino}cyclohexyl]-3-(trifluoromethyl)thiophene-2-carboxamide FC(C1=NC2=CC=CC=C2C(=C1)NC1CCC(CC1)NC(=O)C=1SC=CC1C(F)(F)F)(F)F